NC1=NC=NN2C1=C(C=C2C=2C(=CC(=C(C(=O)N[C@@H]1CN(C[C@@H]1F)C(=O)C1=NC(=CC=C1C(F)(F)F)Cl)C2)C)F)C(F)(F)F 5-[4-amino-5-(trifluoromethyl)pyrrolo[2,1-f][1,2,4]triazin-7-yl]-N-[(3R,4S)-1-[6-chloro-3-(trifluoromethyl)pyridine-2-carbonyl]-4-fluoropyrrolidin-3-yl]-4-fluoro-2-methylbenzamide